8-bromo-2-(5-(trifluoromethyl)furan-2-carbonyl)-1,3,4,12a-tetrahydrobenzo[e]pyrazino[1,2-a][1,4]diazepine-6,12(2H,11H)-dione BrC1=CC2=C(NC(C3N(C2=O)CCN(C3)C(=O)C=3OC(=CC3)C(F)(F)F)=O)C=C1